2-((3bS,4aR)-5,5-difluoro-3-(trifluoromethyl)-3b,4,4a,5-Tetrahydro-1H-cycloprop[3,4]cyclopenta[1,2-c]pyrazol-1-yl)acetamide FC1([C@H]2[C@@H](C3=C1N(N=C3C(F)(F)F)CC(=O)N)C2)F